fluorobromoindanone FC1(C(C2=CC=CC=C2C1)=O)Br